COC(=O)C=1C=CC2=C(N(C(=N2)CC2=C(C=C(C(=C2)F)Br)CO)C[C@H]2OCC2)C1 (S)-2-(4-bromo-5-fluoro-2-(hydroxymethyl)benzyl)-1-(oxetan-2-ylmethyl)-1H-benzo[d]Imidazole-6-carboxylic acid methyl ester